FC=1C=C(C(=NC1)N1CCN(CC1)C(=O)OC(C)(C)C)C(NNC=O)=O tert-butyl 4-[5-fluoro-3-(formamidocarbamoyl)-2-pyridyl]piperazine-1-carboxylate